CC1=C(OC=2C(=CC(N(C2)C)=O)C=2C3=C(C(N(C2)C)=O)NC(=C3)C=3C=NC=NC3)C(=CC=C1)C 4-(5-(2,6-dimethylphenoxy)-1-methyl-2-oxo-1,2-dihydropyridin-4-yl)-6-methyl-2-(pyrimidin-5-yl)-1,6-dihydro-7H-pyrrolo[2,3-c]pyridin-7-one